(2S,3S)-ethyl 3-((2-(2-chloro-5H-pyrrolo[2,3-b]pyrazin-7-yl)-5-fluoro-6-(1,2,3-thiadiazol-5-yl)pyrimidin-4-yl)amino)bicyclo[2.2.2]octane-2-carboxylate ClC=1N=C2C(=NC1)NC=C2C2=NC(=C(C(=N2)N[C@@H]2[C@H](C1CCC2CC1)C(=O)OCC)F)C1=CN=NS1